1-(pyridin-4-yl)ethylamine N1=CC=C(C=C1)C(C)N